FC=1C=C2N(C(C(N(C2=CC1)C1CCN(CC1)C=1N=CC2=C(N1)C=CS2)=O)=O)C 6-fluoro-4-methyl-1-(1-(thieno[3,2-d]pyrimidin-2-yl)piperidin-4-yl)-1,4-dihydroquinoxaline-2,3-dione